C(CCC)S(=O)(=O)[O-].C1(=CC=CC=C1)[S+](C1=CC=C(C=C1)O)C1=CC=CC=C1 diphenyl-4-hydroxyphenyl-sulfonium n-butanesulfonate